2-acetoxymethyl-3-acetoxypyridine C(C)(=O)OCC1=NC=CC=C1OC(C)=O